(S)-quinuclidin-3-yl (7-(2,5-difluorophenyl)-3,3-dimethylchroman-4-yl)carbamate FC1=C(C=C(C=C1)F)C1=CC=C2C(C(COC2=C1)(C)C)NC(O[C@@H]1CN2CCC1CC2)=O